N-methyl-N-(2-(5-((2R,5S)-5-methylpiperidin-2-yl)benzo[d]thiazol-2-yl)Ethyl)Oxetan-3-amine CN(C1COC1)CCC=1SC2=C(N1)C=C(C=C2)[C@@H]2NC[C@H](CC2)C